C(C)(C)(C)C=1C(=NOC1CN1CCC(CC1)OC1=C2C(=NC=C1)C=CS2)O tert-butyl-5-((4-(thieno[3,2-b]pyridin-7-yloxy)piperidin-1-yl)methyl)isoxazol-3-ol